N-methyl-N-(2-(1-methyl-1H-pyrazol-4-yl)-6-nitrophenyl)methanesulfonamide ethyl-3-phenylpropionate C(C)OC(CCC1=CC=CC=C1)=O.CN(S(=O)(=O)C)C1=C(C=CC=C1[N+](=O)[O-])C=1C=NN(C1)C